4-methoxy-N-(4-(3-(pyridin-2-yl)-3,9-diazabicyclo[3.3.1]nonan-9-yl)phenyl)benzamide COC1=CC=C(C(=O)NC2=CC=C(C=C2)N2C3CN(CC2CCC3)C3=NC=CC=C3)C=C1